C1(CCC2=CC=CC=C12)NC(\C=C\C1=CC=C2C=NNC2=C1)=O (2E)-N-(2,3-dihydro-1H-inden-1-yl)-3-(1H-indazol-6-yl)prop-2-enamide